OC(C1=CC=C(C#N)C=C1)C1=CC=CC=C1 4-(hydroxy(phenyl)methyl)benzonitrile